6-(3,5-dimethyl-1,2-oxazol-4-yl)-3-{2-[(piperidin-3-yl)amino]-5-(trifluoromethyl)pyrimidin-4-yl}-1H,6H,7H-pyrrolo[2,3-c]pyridin-7-one CC1=NOC(=C1N1C(C2=C(C=C1)C(=CN2)C2=NC(=NC=C2C(F)(F)F)NC2CNCCC2)=O)C